(E)-3-indoleacrylic acid N1C=C(C2=CC=CC=C12)/C=C/C(=O)O